(R)-4-(6-((4-cyano-2-fluorobenzyl)oxy)pyridine-2-yl)-2-(fluoromethyl)piperazine C(#N)C1=CC(=C(COC2=CC=CC(=N2)N2C[C@@H](NCC2)CF)C=C1)F